2-(3,4-difluorophenyl)-N-((R)-((S)-7-(1-methyl-1H-pyrazol-4-yl)-2,3-dihydro-1H-pyrido[2,3-b][1,4]oxazin-3-yl)(phenyl)methyl)ethanamine FC=1C=C(C=CC1F)CCN[C@H](C1=CC=CC=C1)[C@@H]1CNC2=C(O1)N=CC(=C2)C=2C=NN(C2)C